tert-Butyl 6-(2-methoxybenzyl)-2-azaspiro[3.3]heptane-2-carboxylate COC1=C(CC2CC3(CN(C3)C(=O)OC(C)(C)C)C2)C=CC=C1